[N+](=O)([O-])C1=CC=C(C=C1)S(=O)(=O)OC=1C(=CC=2C3CC[C@@]4([C@H](CCC4C3CCC2C1)O)C)OC (13S,17S)-17-hydroxy-2-methoxy-13-methyl-7,8,9,11,12,13,14,15,16,17-decahydro-6H-cyclopenta[a]phenanthren-3-yl 4-nitrobenzenesulfonate